2-(4-(2-Mercaptoethyl)piperazin-1-yl)ethan-1-ol SCCN1CCN(CC1)CCO